C(C=C)(=O)OCCCC[Si](OC)(OC)CCC acryloxybutyl-propyl-dimethoxysilane